C1CCC2=C(C=3CCCC3C=C12)NC(=O)O[C@@H](C(=O)OCC)CN1N=CN=C1C Ethyl (2R)-2-{[(1,2,3,5,6,7-hexahydro-s-indacen-4-yl)carbamoyl]oxy}-3-(5-methyl-1H-1,2,4-triazol-1-yl)propanoate